6-chloropyrimido[5,4-d][1,3]diazin-4-ol ClC=1N=CC=2N=CN=C(C2N1)O